C(#N)C=1C=C2C(=NC1)N(N=C2)C2=NC=C(C(=O)N[C@@H]1CN(CCC1)S(=O)(=O)C)C(=C2)NC(C)C (s)-6-(5-cyano-1H-pyrazolo[3,4-b]pyridin-1-yl)-4-(isopropylamino)-N-(1-(methylsulfonyl)piperidin-3-yl)nicotinamide